COC(=O)C1(CCN(CC1)C(=O)[C@H]1CC(NC2=CC=CC=C12)=O)OC1=C(C=CC=C1)C=1SC2=C(N1)C=CC=C2Cl 4-[2-(7-chloro-1,3-benzothiazol-2-yl)phenoxy]-1-[(4S)-2-oxo-3,4-dihydro-1H-quinoline-4-carbonyl]piperidine-4-carboxylic acid methyl ester